COCCCOC=1C=C(C=CC1)S(=O)(=O)Cl 3-(3-methoxypropoxy)-benzenesulfonyl chloride